FC=1C(=C(C(=CC1)C)C=1CCCC2=C(C1C1=CC=C(C=C1)C=C1CN(C1)CCCF)C=CC(=C2)C(=O)O)C 8-(3-fluoro-2,6-dimethylphenyl)-9-(4-((1-(3-fluoropropyl)azetidin-3-ylidene)methyl)phenyl)-6,7-dihydro-5H-benzo[7]annulene-3-carboxylic acid